O1C=C(C2=C1C=CC=C2)C2=CC=C1CN(C(C1=C2)=O)CC(=O)NC(C(=O)O)CC(CF)=O (2-(6-(benzofuran-3-yl)-1-oxoisoindolin-2-yl)acetamido)-5-fluoro-4-oxopentanoic acid